1-methyl-5-(2-methylsulfonyl-5-propylpyrimidin-4-yl)pyridin-2-one CN1C(C=CC(=C1)C1=NC(=NC=C1CCC)S(=O)(=O)C)=O